C(CCCCCCCC(=O)[O-])(=O)[O-] nonanediAt